O1C(=CC2C1C=CC=C2)C=2C(N(N=CC2)CCCCN2CCOCC2)=O 4-(3a,7a-dihydro-1-benzofuran-2-yl)-2-[4-(morpholin-4-yl)butyl]-2,3-dihydropyridazin-3-one